C(CCCCCCC)SCC(=O)[O-].C(CCCCCCC)SCC(=O)[O-].C(CCCCCCC)[Sn+2]CCCCCCCC dioctyltin di(octyl mercaptoacetate)